N(=[N+]=[N-])CCOCCOC1=C(C=C(\C=C/2\C(C(=C(S2)NC2=CC=CC=C2)C(=O)OCC)=O)C=C1)O Ethyl (Z)-5-(4-(2-(2-azidoethoxy)ethoxy)-3-hydroxybenzylidene)-4-oxo-2-(phenylamino)-4,5-dihydrothiophene-3-carboxylate